2,2'-dihydroxy-3,3',5,5'-tetrachlorodiphenylmethane C1=C(C=C(C(=C1CC2=C(C(=CC(=C2)Cl)Cl)O)O)Cl)Cl